N-(trifluoromethanesulfonyl)methanesulfonamide Ethyl-1,6-dimethyl-4-((3-chloro-4-fluorophenyl)amino)-1H-indole-2-carboxylate C(C)OC(=O)C=1N(C2=CC(=CC(=C2C1)NC1=CC(=C(C=C1)F)Cl)C)C.FC(S(=O)(=O)NS(=O)(=O)C)(F)F